(R)-(4-fluorophenyl)(8-methyl-3-(3-(trifluoromethyl)-1,2,4-thiadiazol-5-yl)-5,6-dihydro-[1,2,4]triazolo[4,3-a]pyrazin-7(8H)-yl)methanone FC1=CC=C(C=C1)C(=O)N1[C@@H](C=2N(CC1)C(=NN2)C2=NC(=NS2)C(F)(F)F)C